6-fluoro-4-methoxy-2-(3-methyl-2-pyridyl)-5-trifluoromethylpyrimidine FC1=C(C(=NC(=N1)C1=NC=CC=C1C)OC)C(F)(F)F